C1(C=CC(CC1)C(=O)O)C(=O)O 2-cyclohexene-1,4-dicarboxylic acid